2,3-dichloropropene ClC(=C)CCl